C(C)(C)(C)OC(=O)N1CCC(CC1)C#CC1CCN(CC1)C(=O)OCC1=CC=CC=C1 benzyl 4-{2-[1-(tert-butoxycarbonyl)piperidin-4-yl]ethynyl}piperidine-1-carboxylate